O=C1N(CCC(N1)=O)N1C(C2=CC=C(C=C2C1=O)CN1CCN(CC1)C=1SC(=CC1)C)=O 2-(2,4-dioxotetrahydropyrimidin-1(2H)-yl)-5-((4-(5-methylthiophen-2-yl)piperazin-1-yl)methyl)isoindoline-1,3-dione